4-{4-[(4-fluorophenyl)(3-methoxypyridin-2-yl)methyl]piperazin-1-yl}-1,6-dimethyl-2-oxo-1,2-dihydro-1,5-naphthyridine-3-carbonitrile FC1=CC=C(C=C1)C(N1CCN(CC1)C1=C(C(N(C2=CC=C(N=C12)C)C)=O)C#N)C1=NC=CC=C1OC